ethyl 5-chloro-4-methoxypyrimidine-2-carboxylate ClC=1C(=NC(=NC1)C(=O)OCC)OC